C1(C=CC(N1N[C@@H](C)C(=O)O)=O)=O maleimidoalanine